C1(=CC=CC=C1)C1CCC(CN1)C(=O)OCC Ethyl 6-phenylpiperidine-3-carboxylate